C(C)(C)(C)OC(=O)N[C@H]([C@@H](CNCC(C)C)O)CC1=CC=CC=C1 (2R,3S)-3-tert-butoxycarbonylamino-1-[(2-methylpropyl)amino]-4-phenyl-2-butanol